diisopropyl-benzene hydroperoxide [O-]O.C(C)(C)C1=C(C=CC=C1)C(C)C